C(C)C=1C(=CC2=C(N(C(=N2)N2C[C@@H](C[C@H](C2)NC2=NC=C(C=N2)C(F)(F)F)F)C)C1)NC(C=C)=O N-(6-Ethyl-2-((3R,5R)-3-fluoro-5-((5-(trifluoromethyl)pyrimidin-2-yl)amino)piperidin-1-yl)-1-methyl-1H-benzo[d]imidazol-5-yl)acrylamide